ClC=1C(=C(C=CC1)N1CCC=2C=3C1=NC=NC3C=CC2NC(\C=C\CNC2CCC2)=O)F (E)-N-(4-(3-chloro-2-fluorophenyl)-5,6-dihydro-4H-pyrido[2,3,4-de]quinazolin-7-yl)-4-(cyclobutylamino)but-2-enamide